FC1(CN(CC1)C1=NC=CC(=C1NC(=O)N1CC=2N(C(C1)C)N=CC2)C2=C(C=CC=C2)F)F N-[2-(3,3-difluoropyrrolidin-1-yl)-4-(2-fluorophenyl)-3-pyridyl]-7-methyl-6,7-dihydro-4H-pyrazolo[1,5-a]pyrazine-5-carboxamide